CC1CN(C2=CC(=CC=C12)N1CCCC1)C(CCC1=CC=C(S1)C(=O)O)=O 5-(3-(3-methyl-6-(pyrrolidin-1-yl)indolin-1-yl)-3-oxopropyl)thiophene-2-carboxylic acid